O[C@@H](CO)C1=C2C(=NC=C1)N(N=C2CNC(C=C)=O)C2=CC=C(C=C2)C(F)(F)F |r| N-[[4-[rac-(1R)-1,2-dihydroxyethyl]-1-[4-(trifluoromethyl)phenyl]pyrazolo[3,4-b]pyridin-3-yl]methyl]prop-2-enamide